C1(CCCCC1)C[C@@H](C(=O)NC(CO)CC1C(NC2(C1)CCCC2)=O)NC(OC2C(CCC2)CC2=CC(=CC=C2)Cl)=O 2-(3-chlorobenzyl)cyclopentyl ((2S)-3-cyclohexyl-1-((1-hydroxy-3-(2-oxo-1-azaspiro[4.4]nonan-3-yl)propan-2-yl)amino)-1-oxopropan-2-yl)carbamate